C(C1=CC=CC=C1)N1C(C=CC=C1)=O 1-benzyl-pyridin-2(1H)-one